C(C)(C)(C)OC(NC=1C=NC(=NC1)CSC=1SC2=C(N1)C=CC=C2)=O (2-((benzo[D]thiazol-2-ylthio)methyl)pyrimidin-5-yl)carbamic acid tert-butyl ester